1-(2-fluoro-4-nitro-phenyl)-4-[2-(4-piperidinyl)ethyl]piperidine FC1=C(C=CC(=C1)[N+](=O)[O-])N1CCC(CC1)CCC1CCNCC1